N[C@@H]1[C@@H](CCCC1(F)F)NC1=NC=2N(C=C1)N=CC2C(=O)OCC 1-Ethyl 5-[[(1R,2R)-2-amino-3,3-difluoro-cyclohexyl]amino]pyrazolo[1,5-a]pyrimidine-3-carboxylate